2-(6-((2-methoxyeth-oxy)(2,2,6,6-tetramethyl-piperidin-4-yl)methyl)-pyridazin-3-yl)-5-(1H-pyrazol-4-yl)phenol COCCOC(C1=CC=C(N=N1)C1=C(C=C(C=C1)C=1C=NNC1)O)C1CC(NC(C1)(C)C)(C)C